4-(carboxyamino)-cyclohexane-1-carboxylic acid C(=O)(O)NC1CCC(CC1)C(=O)O